CC1=NNC(=C1CC1=C(C2=C(N(C(N(C2=O)C)=O)CC(C)C)S1)C1=CC(=C(C=C1)F)CO)C 6-((3,5-dimethyl-1H-pyrazol-4-yl)methyl)-5-(4-fluoro-3-(hydroxymethyl)phenyl)-1-isobutyl-3-methylthieno[2,3-d]pyrimidine-2,4(1H,3H)-dione